C(C1=CC=CC=C1)OCCN1CCNCC1 1-(2-(benzyloxy)ethyl)piperazine